3-ethyl-3-[{3-(dimethoxymethylsilyl)propoxy}methyl]oxetane C(C)C1(COC1)COCCC[SiH2]C(OC)OC